methyl 6-(8-(benzo[d]thiazol-2-ylcarbamoyl)-3,4-dihydroisoquinolin-2(1H)-yl)picolinate S1C(=NC2=C1C=CC=C2)NC(=O)C=2C=CC=C1CCN(CC21)C2=CC=CC(=N2)C(=O)OC